1-(tetrahydro-2H-pyran-4-yl)-1H-pyrazolo[3,4-d]Pyrimidine-4,6-diamine O1CCC(CC1)N1N=CC=2C1=NC(=NC2N)N